FC1(CN(CCC12C1=C(OC2)C=2COC(C2C=C1)=O)C(=O)OC(C)(C)C)F Tert-Butyl 3',3'-Difluoro-6-Oxo-6,8-Dihydro-2H-Spiro[Benzo[2,1-b:3,4-c']Difuran-3,4'-Piperidine]-1'-Carboxylate